2-fluoro-N-((2R)-1-(7-(2-fluorophenyl)-9-methyl-10-oxo-3,9-diazaspiro[5.5]undecan-3-yl)-3-methyl-1-oxobutan-2-yl)-5-(trifluoromethyl)benzamide FC1=C(C(=O)N[C@@H](C(=O)N2CCC3(CC2)C(CN(C(C3)=O)C)C3=C(C=CC=C3)F)C(C)C)C=C(C=C1)C(F)(F)F